COC=1C=CC=C2C(=C3N(C12)C(CCC3)C(=O)OC)CC3=CC=CC=C3 4-methoxy-6-methoxycarbonyl-10-phenylmethyl-6,7,8,9-tetrahydropyrido[1,2-a]indole